2-(cyclopropanecarboxamido)-N-(2-(2-fluoro-4-(trifluoromethyl)phenoxy)ethyl)-6-methylisonicotinamide C1(CC1)C(=O)NC=1C=C(C(=O)NCCOC2=C(C=C(C=C2)C(F)(F)F)F)C=C(N1)C